C(C)OC1=NC=C(C=N1)[C@@H](CC(=O)O)N1N=C(C=C1)CCCC1=NC=2NCCCC2C=C1 |r| (±)-3-(2-ethoxypyrimidin-5-yl)-3-(3-(3-(5,6,7,8-tetrahydro-1,8-naphthyridin-2-yl)propyl)-1H-pyrazol-1-yl)propionic acid